(3aS,7aR)-tert-Butyl octahydro-1H-pyrrolo[2,3-c]pyridine-1-carboxylate N1(CC[C@H]2[C@@H]1CNCC2)C(=O)OC(C)(C)C